NC1=NC(=NC=C1C(=O)NC1=CC=C(C=C1)OC)N1CCN(CC1)C=1C=NC2=CC=CC=C2C1 4-amino-N-(4-methoxyphenyl)-2-(4-(quinolin-3-yl)piperazin-1-yl)pyrimidine-5-carboxamide